ClC=1C(=CC(=C(C1)C(C1CCN(CC1)C(=O)OC(C)(C)C)O)OCC=C)F tert-butyl 4-[[5-chloro-4-fluoro-2-(prop-2-en-1-yloxy)phenyl](hydroxy)methyl]piperidine-1-carboxylate